BrC1=NC(=CC=C1)C(F)F 2-Bromo-6-difluoromethylpyridine